NC1=C(C=NC=N1)C=1C=NC(=CC1)OC1=CC=CC=C1 6-amino-5-(6-phenoxypyridin-3-yl)pyrimidin